C(C)OC(=O)C1=C(C=C(C=C1)C1=CC=C(C2=CC=CC=C12)C)NS(=O)(=O)C1=CC=C(OCCCN2CCN(CC2)C(=O)OC(C)(C)C)C=C1 tert-butyl 4-(3-(4-(N-(2-(ethoxycarbonyl)-5-(4-methylnaphthalen-1-yl)phenyl)sulfamoyl)phenoxy)propyl)piperazine-1-carboxylate